FC(C=1C=C(C=CC1)C12CNCC2C1)(F)F 1-(3-(Trifluoromethyl)phenyl)-3-azabicyclo[3.1.0]hexane